ISATINE N1C(=O)C(=O)C2=CC=CC=C12